(3R)-1-[(2R)-2-[[4-(2-Chloro-4-fluoro-phenyl)-7-quinolyl]oxy]propanoyl]-3-methyl-piperidin ClC1=C(C=CC(=C1)F)C1=CC=NC2=CC(=CC=C12)O[C@@H](C(=O)N1C[C@@H](CCC1)C)C